CC1(CN(C1)C1=NC=NC2=CC(=C(C=C12)OC)OC)CCNS(N)(=O)=O 4-(3-Methyl-3-(2-sulfamoylaminoethyl)azetidine-1-yl)-6,7-dimethoxyquinazoline